N-(2-nitrobenzyloxycarbonyl)imidazole [N+](=O)([O-])C1=C(COC(=O)N2C=NC=C2)C=CC=C1